ClC1=NC=C(C(=C1)N1CC=C(C=C1C)O)OC 2'-chloro-4-hydroxy-5'-methoxy-6-methyl-2H-[1,4'-bipyridine]